OC(C)(C)C1=NC=CC2=C1CN(C2=O)C2=CC(=CC=C2)[C@@H](CC2=NN=CN2C)C 4-(2-hydroxypropan-2-yl)-2-[3-[(2R)-1-(4-methyl-4H-1,2,4-triazol-3-yl)propan-2-yl]phenyl]-1H,2H,3H-pyrrolo[3,4-c]pyridin-1-one